[Na+].[Na+].C(CCCCCCC(=O)[O-])(=O)[O-].[Ca+2].C(CCCCCCC(=O)[O-])(=O)[O-] calcium suberate, disodium salt